C1=C(C=CC2=CC=C(C=C12)C(=O)O)C(=O)O.OCC=CCO 1,4-dihydroxy-2-butene 2,7-naphthalenedicarboxylate